FC(C[C@@H](C(=O)N(C)OC)NC(OC(C)(C)C)=O)(F)F tert-butyl (S)-(4,4,4-trifluoro-1-(methoxy(methyl)amino)-1-oxobutan-2-yl)carbamate